C1(CC1)C1=NN(C=N1)C1CC2(CN(C2)C(=O)N2CC3(CN(C3)S(=O)(=O)C3=C(C(=O)NC)C=CC=C3)C2)C1 2-[[6-[6-(3-cyclopropyl-1,2,4-triazol-1-yl)-2-azaspiro[3.3]heptane-2-carbonyl]-2,6-diazaspiro[3.3]heptane-2-yl]sulfonyl]-N-methyl-benzamide